diethyl 2-(5-chloropyrimidin-2-yl)propanedioate ClC=1C=NC(=NC1)C(C(=O)OCC)C(=O)OCC